1-(3-hydroxypropyl)-7-(pyridin-3-yl)quinoxaline-2,3(1h,4h)-dione OCCCN1C(C(NC2=CC=C(C=C12)C=1C=NC=CC1)=O)=O